ethyl (3S)-3-amino-3-{4-fluoro-2'-hydroxy-4',5,6'-trimethyl-[1,1'-biphenyl]-3-yl}propanoate hydrochloride Cl.N[C@@H](CC(=O)OCC)C=1C=C(C=C(C1F)C)C1=C(C=C(C=C1C)C)O